4,5-bis(diphenylphosphino)-9,9-dimethoxyxanthene C1(=CC=CC=C1)P(C1=CC=CC=2C(C3=CC=CC(=C3OC12)P(C1=CC=CC=C1)C1=CC=CC=C1)(OC)OC)C1=CC=CC=C1